C[Si](O[Si](C)(C)C)(O[Si](C)(C)C)CCCOCCC[Si](O[Si](C)(C)C)(C)O[Si](C)(C)C mono[3-[1,3,3,3-tetramethyl-1-[(trimethylsilyl)oxy]-1-disiloxanyl]propyl] ether